2-((1s,2s)-1-(2-cyanophenyl)-1-(1-(difluoromethyl)-1H-pyrazol-4-yl)propan-2-yl)-5-hydroxy-N-(isoxazol-4-yl)-1-methyl-6-oxo-1,6-dihydropyrimidine-4-carboxamide C(#N)C1=C(C=CC=C1)[C@H]([C@H](C)C=1N(C(C(=C(N1)C(=O)NC=1C=NOC1)O)=O)C)C=1C=NN(C1)C(F)F